C(C)(=O)OCC1=C(C=CC=C1)[C@@H]1NC(CN(C1=O)CC1=CC=CC=C1)=O 2-[(2S)-4-benzyl-3,6-dioxo-piperazin-2-yl]Benzyl acetate